N-(5-chloro-6-(2H-1,2,3-triazol-2-yl)pyridin-3-yl)-1-(2-methoxyquinolin-5-yl)-5-(trifluoromethyl)-1H-pyrazole-4-carboxamide ClC=1C=C(C=NC1N1N=CC=N1)NC(=O)C=1C=NN(C1C(F)(F)F)C1=C2C=CC(=NC2=CC=C1)OC